Cl.N=1N2C(C=NC1C1=CC(=NC=C1C(F)(F)F)N)=CC=C2 4-(pyrrolo[2,1-f][1,2,4]triazin-2-yl)-5-(trifluoromethyl)pyridin-2-amine hydrochloride